N1N=CC(=C1)C=1C=CC=2N(C1)N=CC2C#N 6-(1H-pyrazol-4-yl)pyrazolo[1,5-a]pyridine-3-carbonitrile